COC(C(C)(C)C1=CC(=NC=C1Cl)OC)=O.NC1=NC(=NC(=C1)NC1=C(C=CC=C1)O)C(=O)NC1CC2=CC=CC=C2C1 4-Amino-N-(2,3-dihydro-1H-inden-2-yl)-6-((2-hydroxyphenyl)amino)pyrimidine-2-carboxamide methyl-2-(5-chloro-2-methoxypyridin-4-yl)-2-methylpropanoate